C1(=CC=CC=C1)C=1C=C(SC1)[S+](C1=CC=CC=C1)C1=CC=CC=C1 4-phenylthienyl-diphenyl-sulfonium